[Cl-].C(C)OC(C[C@H](C[N+](C)(C)C)OC(CCCC)=O)=O (R)-4-ethoxy-N,N,N-trimethyl-4-oxo-2-(pentanoyloxy)butan-1-aminium chloride